N-(2'-amino-5'H-spiro[chromane-4,4'-thiazol]-6-yl)-4-(methoxy)benzenesulfonamide NC=1SCC2(N1)CCOC1=CC=C(C=C12)NS(=O)(=O)C1=CC=C(C=C1)OC